CCC methyl-ethan